3-(6-bromo-2'-chloro-[1,1'-biphenyl]-3-yl)-9-phenyl-9H-carbazole BrC1=CC=C(C=C1C1=C(C=CC=C1)Cl)C=1C=CC=2N(C3=CC=CC=C3C2C1)C1=CC=CC=C1